N-[(1S,2R)-1-(2-amino-2-oxo-ethyl)-2-hydroxy-5-phenyl-pentyl]octanamide NC(C[C@@H]([C@@H](CCCC1=CC=CC=C1)O)NC(CCCCCCC)=O)=O